COC=1C=C2C(=NC(=NC2=CC1OCCCCCCCC1CCC(CC1)C1=CC=CC=C1)C)N[C@H](C)C=1SC=C(C1)C1=C(C=CC=C1)CNC (R)-6-methoxy-2-methyl-N-(1-(4-(2-((methylamino)methyl)phenyl)thiophen-2-yl)ethyl)-7-((7-(4-phenylcyclohexyl)heptyl)oxy)quinazolin-4-amine